C(C)(=O)NC=1N=C2N(N=C(C=C2)C=2C=NC(=C(C(=O)OC)C2)OC)C1 methyl 5-(2-acetamidoimidazo[1,2-b]pyridazin-6-yl)-2-methoxynicotinate